C(C)(=O)N1[C@@H](C[C@H](C1)O)C(=O)O N-acetyl-trans-4-hydroxy-proline